CC=1C=CC=C2N=CC(=NC12)C=1C=NN(C1)CCCCCCN 6-(4-(8-methylquinoxalin-2-yl)-1H-pyrazol-1-yl)hexan-1-amine